FC(C=1C=C(C(=NC1)OC)C1=C(C=NC(=C1)C)C(=O)NC=1SC2=C(N1)CN(C2)C(C2=C(N=C(C=C2)C(F)(F)F)OC)=O)F 5-(difluoromethyl)-2-methoxy-N-(5-(2-methoxy-6-(trifluoromethyl)nicotinoyl)-5,6-dihydro-4H-pyrrolo[3,4-d]thiazol-2-yl)-6'-methyl-[3,4'-bipyridine]-3'-carboxamide